C[Si](C)(C)[Si](O)([Si](C)(C)C)[Si](C)(C)C tri(trimethylsilyl)silanol